4-(4,4-difluoropiperidin-1-yl)-3-nitrobenzonitrile FC1(CCN(CC1)C1=C(C=C(C#N)C=C1)[N+](=O)[O-])F